perfluoroisopropyl-vinylether FC(=C(C(C(F)(F)F)(C(F)(F)F)F)F)OC(=C(F)C(C(F)(F)F)(C(F)(F)F)F)F